O1COC2=C1C=CC=C2SCC2=C(C(=O)O)C=CC(=C2F)F 2-((benzo[d][1,3]dioxol-4-ylthio)methyl)-3,4-difluorobenzoic acid